tris(diamino-1,2,4-oxadiazolone) silver [Ag].NC1(NC(NO1)=O)N.NC1(NC(NO1)=O)N.NC1(NC(NO1)=O)N